1-cyanoethyl-2-Undecylimidazolium trimellitate C(C=1C(C(=O)[O-])=CC(C(=O)[O-])=CC1)(=O)[O-].C(#N)C(C)[N+]1=C(NC=C1)CCCCCCCCCCC.C(#N)C(C)[N+]1=C(NC=C1)CCCCCCCCCCC.C(#N)C(C)[N+]1=C(NC=C1)CCCCCCCCCCC